C(C)(C)(C)OC(=O)N1C[C@@H](N(CC1)C(=O)OCC1=CC=CC=C1)CC#N (S)-2-(cyanomethyl)piperazine-1,4-dicarboxylic acid 1-benzyl 4-(tert-butyl) ester